1-(tetrahydropyran-2-yl)-1H-pyrazole-4-boronic acid pinacol ester O1C(CCCC1)N1N=CC(=C1)B1OC(C)(C)C(C)(C)O1